(R)-N-((S)-(3-Fluoro-5-methoxyphenyl)-2-hydroxyethyl)-2-(6-(5-methyl-2-((1-methyl-1H-pyrazol-5-yl)amino)pyrimidin-4-yl)-3-oxo-1H-pyrrolo[1,2-c]imidazol-2(3H)-yl)propanamide FC=1C=C(C=C(C1)OC)[C@@H](CNC([C@@H](C)N1C(N2C(C1)=CC(=C2)C2=NC(=NC=C2C)NC2=CC=NN2C)=O)=O)O